6-(dimethylamino)-1-hexylamine CN(CCCCCCN)C